2-(4-chloro-3-fluoro-phenoxy)acethydrazide ClC1=C(C=C(OCC(=O)NN)C=C1)F